trans-N-(5-(2-([2,2'-bipyrimidin]-5-yl)cyclopropyl)-2-chlorophenyl)acetamide N1=C(N=CC(=C1)[C@H]1[C@@H](C1)C=1C=CC(=C(C1)NC(C)=O)Cl)C1=NC=CC=N1